N-(5-(methylsulfonyl)pyridin-3-yl)-2-(2-(3-(pyridin-4-yl)phenyl)-1,6-naphthyridin-7-yl)acetamide CS(=O)(=O)C=1C=C(C=NC1)NC(CC1=NC=C2C=CC(=NC2=C1)C1=CC(=CC=C1)C1=CC=NC=C1)=O